CC(C)(C)C=1C=C(C=C(C1O)C(C)(C)C)C(CCO)CCCO 3-[3,5-bis(1,1-dimethylethyl)-4-hydroxyphenyl]-1,6-hexanediol